C1(=C(C=CC=C1)CNCC1=CC(=NC=C1)N1CCCCC1)C N-(o-tolylmethyl)-1-[2-(1-piperidyl)-4-pyridyl]methanamine